FC1(CN(CC1)S(=O)(=O)C1=CC=C(C=C1)NN)F [4-(3,3-difluoropyrrolidin-1-yl)sulfonylphenyl]hydrazine